ClC1([C@H]([C@@H]1C1=CC=C(C=C1)S(F)(F)(F)(F)F)C(=O)O)Cl trans-2,2-Dichloro-3-(4-(pentafluoro-λ6-sulfanyl)phenyl)cyclopropane-1-carboxylic acid